1-(6-bromo-3-pyridinyl)-2,2-difluoro-ethanone BrC1=CC=C(C=N1)C(C(F)F)=O